BrC1=C(N=C2N(C1=O)C1=C(N2)C=CC=C1)CC 3-Bromo-2-ethylbenzo[4,5]imidazo[1,2-a]pyrimidin-4(10H)-one